2-butylsulfinyl-5-[3-(4H-1,2,4-triazol-3-yl)phenyl]pyrrolo[2,3-b]pyrazine C(CCC)S(=O)C=1N=C2C(=NC1)N(C=C2)C2=CC(=CC=C2)C2=NN=CN2